C(CC)[N+](C)(C)CCO propyl-(2-hydroxyethyl)dimethylammonium